(2S,4R)-1-[(2S)-3,3-dimethyl-2-[4-[(2-oxoazepan-1-yl)methyl]triazol-1-yl]butanoyl]-4-hydroxy-N-methyl-pyrrolidine-2-carboxamide CC([C@@H](C(=O)N1[C@@H](C[C@H](C1)O)C(=O)NC)N1N=NC(=C1)CN1C(CCCCC1)=O)(C)C